tert-butyl 3-(4-amino-3-(methylamino)phenyl)azetidine-1-carboxylate NC1=C(C=C(C=C1)C1CN(C1)C(=O)OC(C)(C)C)NC